ethyl 2-(3-chloro-4-(1,1-difluoroethyl)phenyl)acetate ClC=1C=C(C=CC1C(C)(F)F)CC(=O)OCC